amino-3,6-dihydro-[4,4'-bipyridine]-1(2H)-carboxylic acid tert-butyl ester C(C)(C)(C)OC(=O)N1C(CC(=CC1)C1=CC=NC=C1)N